6-bromo-3-((3-isopropoxy-3-oxopropyl)amino)-7-methylbenzo[e][1,2,4]Triazine-1,4-dioxide BrC=1C(=CC2=C([N+](=C(N=[N+]2[O-])NCCC(=O)OC(C)C)[O-])C1)C